C(C)(C)(C)OC(=O)N(S(=O)(=O)C)CC=1C=C(C(=O)O)C=CC1OCCN1CCOCC1 3-((N-(tert-Butoxycarbonyl)-methylsulfonylamino)methyl)-4-(2-morpholinoethoxy)benzoic acid